CC1=C(C(CCC1)(C)C)CC(C=C)=O (2,6,6-TRIMETHYL-1-CYCLOHEXEN-1-YL)-3-BUTEN-2-ONE